CN1C(=NN=C1)CC1(SCCS1)C1=CC(=CC=C1)[N+](=O)[O-] 4-methyl-3-((2-(3-nitrophenyl)-1,3-dithiolan-2-yl)methyl)-4H-1,2,4-triazole